methyl (2S,5R)-1-((S)-3-(((benzyloxy)carbonyl)amino)-2-((tert-butoxycarbonyl)amino)propanoyl)-4-vinylpyrrolidine-2-carboxylate C(C1=CC=CC=C1)OC(=O)NC[C@@H](C(=O)N1[C@@H](CC(C1)C=C)C(=O)OC)NC(=O)OC(C)(C)C